1-hydroxymethylcyclobutan-1-ol OCC1(CCC1)O